4-cyano-1h-imidazole C(#N)C=1N=CNC1